ClC=1C=C(C=CC1)C(CO)NC(=O)C1=CN(C=C1)C1=NC(=NC=C1C)NC1=CC(=C(C=C1)C1CCNCC1)C N-(1-(3-chloro-phenyl)-2-hydroxyethyl)-1-(5-methyl-2-((3-methyl-4-(piperidin-4-yl)phenyl)-amino)pyrimidin-4-yl)-1H-pyrrole-3-carboxamide